FC(C1=NC(=NO1)C=1C=CC(=NC1)CNC1CC=2C=CC=NC2CC1)(F)F N-({5-[5-(trifluoromethyl)-1,2,4-oxadiazol-3-yl]pyridin-2-yl}methyl)-5,6,7,8-tetrahydroquinolin-6-amine